COC1=C(C=CC=C1)NC(NC1=CC=C(OC2CN(C2)C=2C(=C(C(=O)OC)C=CC2)N2C=CC=C2)C=C1)=S Methyl 3-(3-(4-(3-(2-methoxyphenyl)thioureido)phenoxy)azetidin-1-yl)-2-(1H-pyrrol-1-yl)benzoate